(2R,3S,4R,5R)-5-{4-aminopyrrolo[2,1-f][1,2,4]triazin-7-yl}-5-cyano-4-hydroxy-2-{[(2-methylpropanoyl)oxy]methyl}oxolan-3-yl (2S)-2-{[(tert-butoxy)carbonyl]amino}-3-methylbutanoate C(C)(C)(C)OC(=O)N[C@H](C(=O)O[C@@H]1[C@H](O[C@@]([C@@H]1O)(C#N)C1=CC=C2C(=NC=NN21)N)COC(C(C)C)=O)C(C)C